CN(CCN(C=1C(=CC(=C(C1)OC)NC1=NC=CC(=C1)C1=NN(C2=C1C=NC=C2)C)N)C)C N1-(2-(dimethylamino)ethyl)-5-methoxy-N1-methyl-N4-(4-(1-methyl-1H-pyrazolo[4,3-c]-pyridin-3-yl)pyridin-2-yl)benzene-1,2,4-triamine